1,6-Dioxacyclododecane-7,12-dione O1CCCCOC(CCCCC1=O)=O